C(C(=C)C)(=O)OCC1C(OC1)C1=CC=CC=C1 3-(methacryloyloxymethyl)-2-phenyl-oxetane